trimethyl-cyclohexyl-phosphonium bromide [Br-].C[P+](C1CCCCC1)(C)C